C(C)(C)(C)OC(=O)N[C@H](CNC1=NC(=C(C(=O)OC)C(=C1)C#N)C=1C=NN(C1)C)COC (R)-Methyl 6-(2-(tert-butoxycarbonylamino)-3-methoxypropylamino)-4-cyano-2-(1-methyl-1H-pyrazol-4-yl)nicotinate